(E)-3-(6-methoxypyrazin-2-yl)prop-2-enal COC1=CN=CC(=N1)/C=C/C=O